O=C1OCCN1CC1=CC=C(C=C1)NC(OCC1=CC=C(C=C1)Cl)=O 4-chlorobenzyl (4-((2-oxooxazolidin-3-yl)methyl)phenyl)carbamate